2-(bromomethyl)-1-nitronaphthalene BrCC1=C(C2=CC=CC=C2C=C1)[N+](=O)[O-]